4-((((2S,5R)-5-methoxytetrahydro-2H-pyran-2-yl)methyl)amino)-3-nitrobenzenesulfonamide CO[C@@H]1CC[C@H](OC1)CNC1=C(C=C(C=C1)S(=O)(=O)N)[N+](=O)[O-]